(NE)-N-[3-[(3S)-5,5-dimethyl-1-(2,2,2-trifluoroacetyl)pyrrolidin-3-yl]propylidene]-2-methyl-propane-2-sulfinamide CC1(C[C@@H](CN1C(C(F)(F)F)=O)CC\C=N\S(=O)C(C)(C)C)C